hydroxy-androst-4-ene-3-one OC[C@@]12CCC[C@H]1[C@@H]1CCC3=CC(CC[C@]3(C)[C@H]1CC2)=O